N-(4-(8-ethyl-2-(((3S,5S)-5-fluoropiperidin-3-yl)amino)pyrido[3,2-d]pyrimidin-6-yl)-2-fluorophenyl)-1-(2-fluorophenyl)methanesulfonamide C(C)C1=CC(=NC2=C1N=C(N=C2)N[C@@H]2CNC[C@H](C2)F)C2=CC(=C(C=C2)NS(=O)(=O)CC2=C(C=CC=C2)F)F